C(C)N1C(=NC(=C1C)C)C 1-ethyl-2,4,5-trimethylimidazole